N1C[C@@H](CCC1)COC1=CC=NC2=CC(=C(C=C12)OC(C)C)C(=O)N 4-[(3R)-piperidin-3-ylmethoxy]-6-(prop-2-yloxy)quinoline-7-carboxamide